ethyl 2-(1-hydroxycyclopropyl)acetate OC1(CC1)CC(=O)OCC